FC1CCC12CNCCC2 fluoro-6-azaspiro[3.5]nonane